1-[3-(trifluoromethyl)pyridin-2-yl]methylamine FC(C=1C(=NC=CC1)CN)(F)F